[K].F hydrofluoric acid, potassium salt